(S)-5-METHYLHEPTANOIC ACID C[C@H](CCCC(=O)O)CC